ClC1=NN(C=C1)C=1C(N(N=C(C1OC(C(C)C)=O)CC)C1=C(C=C(C=C1C)SC(F)(F)F)C)=O 4-(3-chloro-1H-pyrazol-1-yl)-2-{2,6-dimethyl-4-[(trifluoromethyl)thio]phenyl}-6-ethyl-5-(isobutyryloxy)pyridazin-3(2H)-one